FC1(C2CN(CC12)C1=CC=C(C(=N1)CO)CN1N=NC(=C1)C(=O)N[C@@H]1CCC=2N(C=NC21)C)F 1-[(6-{6,6-difluoro-3-azabicyclo[3.1.0]hex-3-yl}-2-(hydroxymethyl)pyridin-3-yl)methyl]-N-[(4R)-1-methyl-1H,4H,5H,6H-cyclopenta[d]imidazol-4-yl]-1H-1,2,3-triazole-4-carboxamide